2-ethoxy-2-methylpropane C(C)OC(C)(C)C